2-bromo-7-ethyl-5H-pyrrolo[2,3-b]pyrazine BrC=1N=C2C(=NC1)NC=C2CC